ClC1=CC=C(C=C1)N1S(C2=C(OCC1)C=CC(=C2)NC(C2=CN=CC=C2C)=O)(=O)=O N-(2-(4-chlorophenyl)-1,1-dioxido-3,4-dihydro-2H-benzo[b][1,4,5]oxathiazepin-8-yl)-4-methylnicotinamide